2-(2,6-dioxopiperidin-3-yl)-5-((5-(4-((1-(5-((1E,3E)-4-(6-methoxybenzo[d]thiazol-2-yl)buta-1,3-dien-1-yl)pyridin-2-yl)azetidin-3-yl)oxy)piperidin-1-yl)pentyl)oxy)isoindoline-1,3-dione O=C1NC(CCC1N1C(C2=CC=C(C=C2C1=O)OCCCCCN1CCC(CC1)OC1CN(C1)C1=NC=C(C=C1)\C=C\C=C\C=1SC2=C(N1)C=CC(=C2)OC)=O)=O